(S)-8-chloro-6-(((1-cyclopropyl-1H-1,2,3-triazol-4-yl)(pyridin-3-yl)methyl-d)amino)-4-(neopentylamino)quinoline-3-carbonitrile ClC=1C=C(C=C2C(=C(C=NC12)C#N)NCC(C)(C)C)N[C@@]([2H])(C=1C=NC=CC1)C=1N=NN(C1)C1CC1